2-(6-{4-[1-(Propan-2-yl)piperidin-4-yl]-1,4-diazepan-1-yl}pyridine-2-yl)-1H-indole CC(C)N1CCC(CC1)N1CCN(CCC1)C1=CC=CC(=N1)C=1NC2=CC=CC=C2C1